C(C)(=O)C1=NC=CC=2C3=CC=C(C=C3NC12)OC 1-acetyl-7-methoxy-9H-β-carboline